sodium methyl-sulphonate CS(=O)(=O)[O-].[Na+]